1-(2-(3,3-difluoroazetidin-1-yl)ethyl)-1H-pyrazole-5-carboxamide FC1(CN(C1)CCN1N=CC=C1C(=O)N)F